FC(C1=CC(=NC(=C1)C(F)(F)F)N1[C@@H](C[C@H](C1)O)C(=O)N(C)C1=CC=C(C=C1)F)(F)F (2S,4R)-1-(4,6-bis(trifluoromethyl)-pyridin-2-yl)-N-(4-fluorophenyl)-4-hydroxy-N-methylpyrrolidine-2-carboxamide